5-benzyl-N-(4-(5-(2-(tert-butoxy)ethoxy)-2-vinylphenyl)pyridin-2-yl)-4H-1,2,4-triazole-3-carboxamide C(C1=CC=CC=C1)C=1NC(=NN1)C(=O)NC1=NC=CC(=C1)C1=C(C=CC(=C1)OCCOC(C)(C)C)C=C